NCC1(CCN(CC1)C1=NN2C(S1)=NC=C2C2=C(C=C(C(=C2)F)F)OC)O 4-(aminomethyl)-1-(5-(4,5-difluoro-2-methoxyphenyl)imidazo[2,1-b][1,3,4]thiadiazol-2-yl)piperidin-4-ol